FC(C1=CC=C2N1CCNC21CCNCC1)(F)F 6-(trifluoromethyl)spiro[3,4-dihydro-2H-pyrrolo[1,2-a]pyrazine-1,4'-piperidine]